2-benzylthiocyclohexanol C(C1=CC=CC=C1)SC1C(CCCC1)O